N-(5-(N-(2,6-dimethylphenyl)sulfamoyl)-6-methoxypyridin-3-yl)-5-fluoro-2-methoxybenzamide CC1=C(C(=CC=C1)C)NS(=O)(=O)C=1C=C(C=NC1OC)NC(C1=C(C=CC(=C1)F)OC)=O